C(C)(C)(C)OC(=O)N1CC2(C1)CC(C2)N2N=C(C(=C2C)I)N2C1(CCC1)CN(CC2)C(=O)OCC[Si](C)(C)C 2-(trimethylsilyl)ethyl 5-(1-(2-(tert-butoxycarbonyl)-2-azaspiro[3.3]heptan-6-yl)-4-iodo-5-methyl-1H-pyrazol-3-yl)-5,8-diazaspiro[3.5]nonane-8-carboxylate